C(C(C)C)N1C=NC=C1 1-Isobutylimidazole